2-Bromo-6-(bromomethyl)-4-fluoropyridine BrC1=NC(=CC(=C1)F)CBr